N-hydroxy-3-(methyl-(1-methyl-6-(pyridin-3-yl)-5-(trifluoromethyl)-1H-benzo[d]imidazol-2-yl)amino)benzamide ONC(C1=CC(=CC=C1)N(C1=NC2=C(N1C)C=C(C(=C2)C(F)(F)F)C=2C=NC=CC2)C)=O